C1(CC1)N1N=C(C(=C1)N)C1CC1 1,3-dicyclopropyl-1H-pyrazol-4-amine